CN1N=CC(=C1)C1=NC=CC(=C1)OC=1C=C2C(NC=NC2=CC1)=O 6-{[2-(1-methylpyrazol-4-yl)-4-pyridyl]oxy}-3H-quinazolin-4-one